ClC1=NC(=CC=C1CN1N=CC(=C1)C(=O)N[C@@H]1CCC=2N(C=NC21)C)N2CC1C(C1C2)(F)F 1-[(2-chloro-6-{6,6-difluoro-3-azabicyclo[3.1.0]hexan-3-yl}pyridin-3-yl)methyl]-N-[(4R)-1-methyl-1H,4H,5H,6H-cyclopenta[d]imidazol-4-yl]-1H-pyrazole-4-carboxamide